bis(6-methoxy-3,4-dihydroisoquinolin-2(1H)-yl)methane COC=1C=C2CCN(CC2=CC1)CN1CC2=CC=C(C=C2CC1)OC